NCC1CC2(C1)OC(N(C2)[C@@H](C)C=2C=CC=C1C(=C(NC21)C(=O)O)C=2C=C1CC(NC1=CC2)=O)=O 7-((S)-1-((2S,4r)-2-(aminomethyl)-6-oxo-5-oxa-7-azaspiro[3.4]oct-7-yl)ethyl)-3-(2-oxoindolin-5-yl)-1H-indole-2-carboxylic acid